C(#N)C(CCC(=O)O)(C)S(=O)(=O)C(=S)S(=O)(=O)CCCCCCCCCCCC 4-cyano-4-(dodecylsulfonyl-thiocarbonyl)sulfonyl-valeric acid